The molecule is a fatty acyl-CoA(4-) arising from deprotonation of the phosphate and diphosphate functions of 2-hydroxydodecanoyl-CoA; major species at pH 7.3. It derives from a lauroyl-CoA(4-). It is a conjugate base of a 2-hydroxydodecanoyl-CoA. CCCCCCCCCCC(C(=O)SCCNC(=O)CCNC(=O)[C@@H](C(C)(C)COP(=O)([O-])OP(=O)([O-])OC[C@@H]1[C@H]([C@H]([C@@H](O1)N2C=NC3=C(N=CN=C32)N)O)OP(=O)([O-])[O-])O)O